The molecule is the (S)-enantiomer of naringenin. It has a role as an expectorant and a plant metabolite. It is a naringenin and a (2S)-flavan-4-one. It is a conjugate acid of a (S)-naringenin(1-). It is an enantiomer of a (R)-naringenin. C1[C@H](OC2=CC(=CC(=C2C1=O)O)O)C3=CC=C(C=C3)O